FC(C(=O)O)(F)F.NCC=1C=C(C=C(C1)F)C=1C=NN(C1)C1=CC=C(C=C1)C(C)=O 1-(4-(4-(3-(Aminomethyl)-5-fluorophenyl)-1H-pyrazol-1-yl)phenyl)ethanone trifluoroacetate